tert-butyl 4-(4-chlorophenyl)-4-formylpiperidine-1-carboxylate ClC1=CC=C(C=C1)C1(CCN(CC1)C(=O)OC(C)(C)C)C=O